CC1OC(CN(C1)CC1CCN(CC1)C1=C(C#N)C=CC=C1C(C)O)C 2-(4-((2,6-dimethylmorpholino)methyl)piperidin-1-yl)-3-(1-hydroxyethyl)benzonitrile